(S)-N-(sec-butylsulfonyl)-5-chloro-4-(cyclopentylmethoxy)-2-fluorobenzamide [C@H](C)(CC)S(=O)(=O)NC(C1=C(C=C(C(=C1)Cl)OCC1CCCC1)F)=O